ClC1=C(C=CC(=C1)CNCCCCNCCNC1=NC2=C(C3=CN=CC=C13)C=CC(=C2)C(=O)N)C2=C(C=CC=C2)OCCO 5-((2-((4-(((2-Chloro-2'-(2-hydroxyethoxy)-[1,1'-biphenyl]-4-yl)methyl)amino)butyl)amino)ethyl)amino)benzo[c][2,6]naphthyridine-8-carboxamide